N[C@H](C(=O)NC1=NC=C(C=C1)C1=C(N=NN1CC(=O)N(C)C)C)C1CCCCCC1 (S)-2-amino-2-cycloheptyl-N-(5-(1-(2-(dimethylamino)-2-oxoethyl)-4-methyl-1H-1,2,3-triazol-5-yl)pyridin-2-yl)acetamide